tert-butyl (5-aminopentyl)carbamate NCCCCCNC(OC(C)(C)C)=O